Urethane Triacrylate C(C=C)(=O)O.C(C=C)(=O)O.C(C=C)(=O)O.NC(=O)OCC